3-(3,4-Dimethoxyphenyl)-N-((2-fluoropyridin-4-yl)methyl)-2,6-dimethylimidazo[1,2-b]pyridazin-8-amine COC=1C=C(C=CC1OC)C1=C(N=C2N1N=C(C=C2NCC2=CC(=NC=C2)F)C)C